15-((allyloxy)methyl)-22-azido-15-methyl-2,5,7,10,13,17,20-heptaoxadocosane C(C=C)OCC(COCCOCCOCOCCOC)(COCCOCCN=[N+]=[N-])C